C(C)(C)(C)OC(=O)N1CCN(CC1)C=1C2=CN(N=C2C(=CC1)C(NC=1C(=C2N(C=C(N=C2C)C)C1)F)=O)C.CC1=CC=C(CNO)C=C1 N-(4-methylbenzyl)hydroxylamine tert-butyl-4-[7-({8-fluoro-1,3-dimethylpyrrolo[1,2-a]pyrazin-7-yl}carbamoyl)-2-methylindazol-4-yl]piperazine-1-carboxylate